C(CCC)O[SiH3] n-Butoxysilane